sodium hyponitrite N([O-])=NO.[Na+]